C1(CCCC1)N1[C@@H](C(N(C=2C=NC(=NC12)NC1=C(C(=O)NC2CCN(CC2)C)C=CC=C1O)C)=O)CC [[(7R)-8-cyclopentyl-7-ethyl-5-methyl-6-oxo-7H-pteridin-2-yl]amino]-3-hydroxy-N-(1-methyl-4-piperidyl)benzamide